(αS,2'S,5'S)-2-(5-ethenyl-5-methyloxolan-2-yl)propanal C(=C)C1(CCC(O1)[C@@H](C=O)C)C